N-[[5-[3-(4,6-difluoro-1H-benzimidazol-2-yl)-1H-indazol-5-yl]-4-methylpyridin-3-yl]methyl]ethanamine FC1=CC(=CC=2NC(=NC21)C2=NNC1=CC=C(C=C21)C=2C(=C(C=NC2)CNCC)C)F